ClC1=CC=C(C=N1)S(=O)(=O)N1C[C@H](CC1)O (S)-1-(6-chloro-pyridine-3-sulfonyl)-pyrrolidin-3-ol